{4-[(morpholin-4-yl)methyl]piperidin-1-yl}aniline N1(CCOCC1)CC1CCN(CC1)NC1=CC=CC=C1